ClC1=C(C=C(N)C=C1)C[S@](=O)C |r| (±)-4-chloro-3-(methylsulfinylmethyl)aniline